S1C(=NC=C1)C=1C=C(C=CC1)CN (3-(thiazol-2-yl)phenyl)methanamine